6-(cyclopropanecarbonylamino)-4-[2-methoxy-3-(1-methyl-1,2,4-Triazol-3-yl)anilino]-N-(trideuteromethyl)pyridazine-3-carboxamide dihydrate O.O.C1(CC1)C(=O)NC1=CC(=C(N=N1)C(=O)NC([2H])([2H])[2H])NC1=C(C(=CC=C1)C1=NN(C=N1)C)OC